5-{7-[6-(3-methoxy-cyclobutylamino)-pyrimidin-4-ylamino]-3-methyl-3H-imidazo[4,5-b]pyridin-5-yloxy}-4-methyl-pyridine-2-carbonitrile COC1CC(C1)NC1=CC(=NC=N1)NC1=C2C(=NC(=C1)OC=1C(=CC(=NC1)C#N)C)N(C=N2)C